C(C)O (E)-1-ethanol